NC=1C=2N(C3=CC(=C(C=C3N1)F)C(=O)N1[C@@H]3[C@H](OCC1)CC=1C=C(C=CC13)Cl)C=NC2 (4-amino-7-fluoroimidazo[1,5-a]quinoxalin-8-yl)((4aS,9aR)-7-chloro-2,3,9,9a-tetrahydroindeno[2,1-b][1,4]oxazin-4(4aH)-yl)methanone